CC1CC=2C(=NNC2CC1)C(=O)N[C@@H]1C(NC2=C(OC1)C=CC=C2)=O 5-methyl-N-((S)-4-oxo-2,3,4,5-tetrahydrobenzo[b][1,4]oxazepin-3-yl)-4,5,6,7-tetrahydro-1H-indazole-3-carboxamide